tert-butyl N-[(3R,4R)-1-[3-(2,6-dibenzyloxy-3-pyridyl)-1-methyl-indazol-6-yl]-3-methyl-4-piperidyl]carbamate C(C1=CC=CC=C1)OC1=NC(=CC=C1C1=NN(C2=CC(=CC=C12)N1C[C@H]([C@@H](CC1)NC(OC(C)(C)C)=O)C)C)OCC1=CC=CC=C1